ClC1=C(C=CC(=C1)F)COC1CNC1 3-[(2-chloro-4-fluoro-phenyl)methoxy]azetidine